FC1=C(C=2C=NC(=NC2C=C1C1=C(C2=C(OCCN2)N=C1)C)NC1=CC=C(C=C1)C(C)S(=O)(=O)C)N 6-fluoro-7-(8-methyl-2,3-dihydro-1H-pyrido[2,3-b][1,4]oxazin-7-yl)-N2-(4-(1-(methylsulfonyl)ethyl)phenyl)quinazoline-2,5-diamine